trimethylbenzoylphosphin oxide CC1=C(C(=C(C(=O)[PH2]=O)C=C1)C)C